2-cyclopentadecylethyl (2-(trimethylammonio)ethyl) phosphate P(=O)(OCCC1CCCCCCCCCCCCCC1)(OCC[N+](C)(C)C)[O-]